N1(N=NN=C1)C1=CC(=C(C=C1)C=1CCCCC1)NS(=O)(=O)C=1C=C(C(=O)OC)C=CC1CC methyl 3-(N-(4-(tetrazol-1-yl)-2',3',4',5'-tetrahydro-[1,1'-biphenyl]-2-yl)sulfamoyl)-4-ethylbenzoate